N,N'-bis(salicylidene)ethylenediamine iron (II) [Fe+2].C(C=1C(O)=CC=CC1)=NCCN=CC=1C(O)=CC=CC1